N-((6aR,8R)-2-methyl-5-(4-(trifluoromethyl)phenyl)-5,6,6a,7,8,9-hexahydropyrido[3,2-e]pyrrolo[1,2-a]pyrazin-8-yl)acetamide CC=1C=CC=2N(C[C@@H]3N(C2N1)C[C@@H](C3)NC(C)=O)C3=CC=C(C=C3)C(F)(F)F